bromo-1-(3-((tert-butoxycarbonyl)amino)propyl)-1H-pyrazole-5-carboxylic acid methyl ester COC(=O)C1=CC(=NN1CCCNC(=O)OC(C)(C)C)Br